C(C)C=1C(=NC=C(C1)NC(C(=O)N1[C@@H](CC[C@H](C1)C)C1=CC=C(C=C1)C=1SC=CN1)=O)NC(OC(C)(C)C)=O |o1:13,16| Rel-tert-butyl N-[3-ethyl-5-[[2-[(2S,5R)-5-methyl-2-(4-thiazol-2-ylphenyl)-1-piperidyl]-2-oxo-acetyl]amino]-2-pyridyl]carbamate